ClC=1C(=NC(=NC1)NC1=CC=C(C=C1)OC(F)(F)F)NC1=CC(=CC=C1)C(F)(F)F 5-chloro-N2-(p-trifluoromethoxyphenyl)-N4-(3-(trifluoromethyl)phenyl)pyrimidine-2,4-diamine